nicotinyl phosphate P(=O)(OCC1=CN=CC=C1)([O-])[O-]